C12(CC3CC(CC(C1)C3)C2)CCN2CC(N(CC2)CCNC2=C3C(N(C(=NC3=CC=C2)C)C2C(NC(CC2)=O)=O)=O)CF 3-(5-((2-(4-(2-((3r,5r,7r)-adamantan-1-yl)ethyl)-2-(fluoromethyl)piperazin-1-yl)ethyl)amino)-2-methyl-4-oxoquinazolin-3(4H)-yl)piperidine-2,6-dione